2-(bis(thiophen-2-yl)phosphoryl)-1-phenylethan-1-one S1C(=CC=C1)P(=O)(C=1SC=CC1)CC(=O)C1=CC=CC=C1